COC(C=C)OC 3,3-dimethoxypropylene